Tert-butyl 4-carbamoyl-4-(2-(trifluoromethyl)phenyl)piperidine-1-carboxylate Potassium hydroxide [OH-].[K+].C(N)(=O)C1(CCN(CC1)C(=O)OC(C)(C)C)C1=C(C=CC=C1)C(F)(F)F